3-[({4-[7-(aminocarbonyl)-5-fluoro-2H-indazol-2-yl]phenyl}amino)carbonyl]-1-methylazetidinium trifluoroacetate FC(C(=O)[O-])(F)F.NC(=O)C1=CC(=CC2=CN(N=C12)C1=CC=C(C=C1)NC(=O)C1C[NH+](C1)C)F